FC1=CC=C(C(=N1)[3H])C1=CC=C2C(=N1)NC1=C(N=C(C=C12)[3H])[3H] 2-[6-fluoro(2-3H)pyridin-3-yl](6,8-3H2)-9H-pyrrolo[2,3-b:5,4-c']dipyridine